C(#N)C1=NN2C(N=CC=C2C(=O)NC2CC3=CC=CC=C3C2)=C1C(=O)N 2-cyano-N7-indan-2-yl-pyrazolo[1,5-a]pyrimidine-3,7-dicarboxamide